N-(6-((3r,5r,7r)-adamantan-1-yl)hexyl)-5-(4-chlorophenyl)-1-(2,4-dichlorophenyl)-4-methyl-1H-pyrazole-3-carboxamide C12(CC3CC(CC(C1)C3)C2)CCCCCCNC(=O)C2=NN(C(=C2C)C2=CC=C(C=C2)Cl)C2=C(C=C(C=C2)Cl)Cl